Methyl 2-(1-(1-(2,6-bis(benzyloxy)pyridin-3-yl)-3-methyl-2-oxo-2,3-dihydro-1H-benzo[d]imidazol-5-yl)piperidin-4-yl)acetate C(C1=CC=CC=C1)OC1=NC(=CC=C1N1C(N(C2=C1C=CC(=C2)N2CCC(CC2)CC(=O)OC)C)=O)OCC2=CC=CC=C2